5-[(6-iodo-3-pyridyl)methoxy]pyridazin-3-one IC1=CC=C(C=N1)COC1=CC(NN=C1)=O